OCC(CC(=O)OC)(C)C methyl 4-hydroxy-3,3-dimethylbutanoate